4-((6-(methoxycarbonyl)-1,3-benzodiazol-1-yl)methyl)phenylboronic acid COC(=O)C=1C=CC2=C(N(C=N2)CC2=CC=C(C=C2)B(O)O)C1